2,7-dinitro-9,9-di(dodecyl)-9H-fluorene [N+](=O)([O-])C1=CC=2C(C3=CC(=CC=C3C2C=C1)[N+](=O)[O-])(CCCCCCCCCCCC)CCCCCCCCCCCC